1-(2-cyanoethyl)-3-(1-methyl-1H-indol-3-yl)-4-oxo-4H-pyrido[1,2-a]pyrimidinium C(#N)CC[N+]1=C2N(C(C(=C1)C1=CN(C3=CC=CC=C13)C)=O)C=CC=C2